C(C)(=O)N1CCC(CC1)C1=NN(C=2C=CC=C(C12)C1=C(C=C2C=NN(C2=C1)C)F)CC(=O)NCC=1SC=C(N1)CC(=O)OCC ethyl 2-[2-({2-[3-(1-acetylpiperidin-4-yl)-5'-fluoro-1'-methyl-[4,6'-biindazol]-1-yl]acetamido}methyl)-1,3-thiazol-4-yl]acetate